CC1=C(C=C(C=C1O)C)O methylorcinol